5-bromo-2-(benzyloxycarbonyl)-1,2,3,4-tetrahydroisoquinoline-1-carboxylic acid BrC1=C2CCN(C(C2=CC=C1)C(=O)O)C(=O)OCC1=CC=CC=C1